ClC1=NC=C2NC(N(C2=N1)C1CCC(CC1)(C#N)C)=O 4-(2-chloro-8-oxo-7,8-dihydro-9H-purin-9-yl)-1-methylcyclohexane-1-carbonitrile